The molecule is a beta-D-galactoside that is the 4-[2-(4-sulfanylbutanamido)ethyl]phenyl glycoside of a disaccharide consisting of a 3-O-sulfo-beta-D-glucuronic acid residue linked (1->3) to beta-D-galactose. It is a beta-D-galactoside and a disaccharide derivative. It is a conjugate acid of a beta-D-GlcA3S-(1->3)-beta-D-Gal-OC6H4-4-[CH2]2NHC(O)[CH2]3SH(2-). C1=CC(=CC=C1CCNC(=O)CCCS)O[C@H]2[C@@H]([C@H]([C@H]([C@H](O2)CO)O)O[C@H]3[C@@H]([C@H]([C@@H]([C@H](O3)C(=O)O)O)OS(=O)(=O)O)O)O